ClC1=CC2=C(N(C(=N2)CN2[C@@H]3CC[C@@H]3N(CC2)C2=NC(=CC=C2)OCC2=C(C=C(C=C2)C#N)F)C[C@@H]2OCC2)C=C1C(=O)OC |r| rac-methyl 5-chloro-2-(((1R,6S)-5-(6-((4-cyano-2-fluorobenzyl)oxy)pyridin-2-yl)-2,5-diazabicyclo[4.2.0]octan-2-yl)methyl)-1-(((R)-oxetan-2-yl)methyl)-1H-benzo[d]imidazole-6-carboxylate